1-Cyclopentyl-8-(4-methoxyphenyl)-3-methyl-7-(1-(pyridin-4-ylmethyl)-1H-pyrazol-4-yl)-3,6-dihydroimidazo[4,5-d]pyrrolo[2,3-b]pyridin-2(1H)-one C1(CCCC1)N1C(N(C=2C1=C1C(=NC2)NC(=C1C1=CC=C(C=C1)OC)C=1C=NN(C1)CC1=CC=NC=C1)C)=O